3-[2-({5-azaspiro[3.5]nonan-7-yl}amino)-5-(trifluoromethyl)pyrimidin-4-yl]-7-(1-methyl-1H-pyrazol-4-yl)-1H,4H,5H,6H,7H,8H-pyrrolo[2,3-c]azepin-8-one C1CCC12NCC(CC2)NC2=NC=C(C(=N2)C2=CNC=1C(N(CCCC12)C=1C=NN(C1)C)=O)C(F)(F)F